OC=1C(=NC=C(C1)C=1C=NN(C1)C1=CC=CC=C1)C(=O)NCC1(CC1)C(=O)O 1-((3-Hydroxy-5-(1-phenyl-1H-pyrazol-4-yl)pyridineamido)methyl)cyclopropane-1-carboxylic acid